FC(CC)(N)F 1,1-difluoropropan-1-amine